ClC=1C=CC(=C(C1)C1=CC(=CN=N1)NC1=CC=NC2=CC=C(C=C12)C(=O)OCCN1CCOCC1)F 2-(morpholin-4-yl)ethyl 4-{[6-(5-chloro-2-fluorophenyl)-pyridazin-4-yl]amino}quinoline-6-carboxylate